COC(C1=CC=C(C=C1)[C@@H]1O[C@@H]([C@@H](C[C@H]1O)OCC1=CC=CC=C1)OC)=O 4-((2s,3r,5r,6s)-5-(benzyloxy)-3-hydroxy-6-methoxytetrahydro-2H-pyran-2-yl)benzoic acid methyl ester